1-(3,5-dimethylpyridin-2-yl)-2-methoxymethylpiperazine dihydrochloride Cl.Cl.CC=1C(=NC=C(C1)C)N1C(CNCC1)COC